C(C)OC(CCC(=O)C1=NC2=C(C=CC=C2C(=C1O)C#N)CC1=CC=CC=C1)=O 4-(8-benzyl-4-cyano-3-hydroxy-quinolin-2-yl)-4-oxo-butyric acid ethyl ester